N6-[(2R)-2-amino-2-phenyl-ethyl]-N4-(2,2-dimethylcyclopropyl)-1-methyl-pyrazolo[3,4-d]pyrimidine-4,6-diamine N[C@@H](CNC1=NC(=C2C(=N1)N(N=C2)C)NC2C(C2)(C)C)C2=CC=CC=C2